C(C)(=O)N1CC2=CC(=CC(=C2CC1)[C@H]1N(CCC1)C(=O)[O-])C=1C=C2C(=NC1)NC=C2C (S)-2-(2-acetyl-7-(3-methyl-1H-pyrrolo[2,3-b]pyridin-5-yl)-1,2,3,4-Tetrahydroisoquinolin-5-yl)pyrrolidine-1-carboxylate